C(C1=CC=CC=C1)OC(=O)N1CC(C(C1)C)C(=O)O 1-((benzyloxy)carbonyl)-4-methylpyrrolidine-3-carboxylic acid